6-chloro-2-methoxy-N-(2-(2-(2-((6-(3-(4-methoxyphenyl)-1,2,4-oxadiazol-5-yl)pyridazin-3-yl)amino)ethoxy)ethoxy)ethyl)acridin-9-amine ClC=1C=C2N=C3C=CC(=CC3=C(C2=CC1)NCCOCCOCCNC=1N=NC(=CC1)C1=NC(=NO1)C1=CC=C(C=C1)OC)OC